1-(fluoromethyl)-4-oxo-1,4-dihydropyridine-3-carbonitrile FCN1C=C(C(C=C1)=O)C#N